7-(1-Benzylpiperidin-3-yl)-2-methylpyrazolo[1,5-a]pyrimidin C(C1=CC=CC=C1)N1CC(CCC1)C1=CC=NC=2N1N=C(C2)C